CC=1[C@H](C2=CC(=CC=C2C1)C)N (1R,2S)-2,6-dimethylinden-1-amine